C(O)(O)=O.CC#CCCCCCC METHYL-OCTYNE CARBONATE